4,5-Dichloro-2-thiophenecarboxylic acid ClC=1C=C(SC1Cl)C(=O)O